methyl 2-(2-cyano-5-methoxyphenyl)propanoate C(#N)C1=C(C=C(C=C1)OC)C(C(=O)OC)C